3,9-dibromocamphor BrC1C(C2(CCC1C2(C)CBr)C)=O